N-{4-[(5R)-7-chloro-4,4-difluoro-5-hydroxy-5-(hydroxymethyl)-2,3,4,5-tetrahydro-1H-1-benzazepine-1-carbonyl]phenyl}-5-fluoro-2-(trifluoromethyl)benzamide ClC=1C=CC2=C([C@](C(CCN2C(=O)C2=CC=C(C=C2)NC(C2=C(C=CC(=C2)F)C(F)(F)F)=O)(F)F)(CO)O)C1